[4-[bis(4-Fluorophenyl)methyl]-1-piperidyl]-[3-(1H-1,2,4-triazol-5-yl)pyrrolidin-1-yl]methanone FC1=CC=C(C=C1)C(C1CCN(CC1)C(=O)N1CC(CC1)C1=NC=NN1)C1=CC=C(C=C1)F